3-Methylbenzofuran-2-carboxylate CC1=C(OC2=C1C=CC=C2)C(=O)[O-]